N[C@@H]1CN(CCC1)C(=O)OC(C)(C)C (3S)-tert-butyl 3-aminopiperidine-1-carboxylate